3-(5-fluoro-3,3,4,4-tetramethyl-3,4-dihydroisoquinolin-1-yl)quinoline FC1=C2C(C(N=C(C2=CC=C1)C=1C=NC2=CC=CC=C2C1)(C)C)(C)C